ClC1=C(C=C(OCC(=O)NC23CC(C2)(C3)NC=3C=2N(C=CN3)C=NN2)C=C1)F 2-(4-chloro-3-fluorophenoxy)-N-{3-[([1,2,4]triazolo[4,3-a]pyrazin-8-yl)amino]bicyclo[1.1.1]pent-1-yl}acetamide